BrC=C(C)Br trans-1,2-dibromopropene